O=C1N(CCC(N1)=O)C=1C=NC=CC1CN(C1CCN(CC1)C1=NC(=C(C(=O)N)C=C1)C1=CC=C(C=C1)OC1=CC=CC=C1)C 6-(4-(((3-(2,4-dioxotetrahydropyrimidin-1(2H)-yl)pyridin-4-yl)methyl)(methyl)amino)piperidin-1-yl)-2-(4-phenoxyphenyl)nicotinamide